NC1=NC=C(C=C1C)I 2-amino-5-iodo-3-methylpyridine